BrC=1C=C(OC2CCC(CC2)CCCN2CCN(CC2)C2=CC=C3C(=NN(C3=C2)C)C2C(NC(CC2)=O)=O)C=CC1 3-(6-(4-(3-((1r,4s)-4-(3-bromophenoxy)cyclohexyl)propyl)piperazin-1-yl)-1-methyl-1H-indazol-3-yl)piperidine-2,6-dione